ClC1=CC=C(C=N1)CC(C)C#N (6-chloro-3-pyridyl)methyl-ethyl cyanide